CC=1C=C2C(C=C(OC2=C(C1)C(C)NC1=C(C(=O)OC)C=CC=C1)C1=CC2=CN(N=C2C=C1)C)=O methyl 2-[1-[6-methyl-2-(2-methylindazole-5-yl)-4-oxo-chromen-8-yl]ethylamino]benzoate